BrC1=C(C=NN1C1CCC1)\C=N\NC(=O)OC(C)(C)C (E)-tert-butyl 2-((5-bromo-1-cyclobutyl-1H-pyrazol-4-yl)methylene)hydrazinecarboxylate